(S)-1-(1-((1H-indol-3-yl)methyl)-7-ethoxy-6-meth-oxy-3,4-dihydroisoquinoline-2(1H)-yl)-2-(methane-sulfonyl)ethane-1-one N1C=C(C2=CC=CC=C12)C[C@@H]1N(CCC2=CC(=C(C=C12)OCC)OC)C(CS(=O)(=O)C)=O